(S)-5,6-bis(nitrooxy)hexyl 2-(4-(3-(5-ethyl-4-oxo-7-propyl-4,5-dihydro-3H-pyrrolo[3,2-d]pyrimidin-2-yl)-4-propoxyphenylsulfonyl)piperazin-1-yl)ethyl Carbonate C(OCCCC[C@@H](CO[N+](=O)[O-])O[N+](=O)[O-])(OCCN1CCN(CC1)S(=O)(=O)C1=CC(=C(C=C1)OCCC)C=1NC(C2=C(N1)C(=CN2CC)CCC)=O)=O